(S)-4-(diphenylcarbamoyl)-1-(1-phenylcyclopentanecarbonyl)piperazine-2-carboxylic acid C1(=CC=CC=C1)N(C(=O)N1C[C@H](N(CC1)C(=O)C1(CCCC1)C1=CC=CC=C1)C(=O)O)C1=CC=CC=C1